FC=1C=C2C(=NNC2=CC1F)C=1C=C2C(CCNC2=CN1)C 6-(5,6-difluoro-1H-indazol-3-yl)-4-methyl-1,2,3,4-tetrahydro-1,7-naphthyridine